FC=1C=CC(=C(C1)NCC1=CC=2C(=NC=CC2)N1S(=O)(=O)C1=CC=CC=C1)OC (S)-(5-fluoro-2-methoxyphenyl)(1-(phenylsulfonyl)-1H-pyrrolo[2,3-b]pyridin-2-yl)methylamine